C(C)(C)C1OC2=C(NC1=O)C=C(C=C2C=2C1=C(C(N(C2)C)=O)NC=C1)C(=O)N 2-isopropyl-8-(6-methyl-7-oxo-6,7-dihydro-1H-pyrrolo[2,3-c]pyridin-4-yl)-3-oxo-3,4-dihydro-2H-1,4-benzoxazine-6-carboxamide